5-(2-(7-Chloroimidazo[1,2-a]pyridine-2-carbonyl)hydrazine-1-carbothioamido)-2-methoxybenzamide ClC1=CC=2N(C=C1)C=C(N2)C(=O)NNC(NC=2C=CC(=C(C(=O)N)C2)OC)=S